ClC=1C=C(C2=NC3=CC(=CC(=C3N=C2C1)Cl)Cl)O 3,6,8-Trichlorophenazin-1-ol